4-(((1-methyl-1H-pyrazolo[3,4-b]pyridin-4-yl)amino)methyl)benzenesulfonamide CN1N=CC=2C1=NC=CC2NCC2=CC=C(C=C2)S(=O)(=O)N